1-(pyridin-4-yl)-1H-indole-6-carboxylic acid N1=CC=C(C=C1)N1C=CC2=CC=C(C=C12)C(=O)O